trans-N-((trans-4-(6-Cyano-5-methoxypyridin-2-yl)cyclohexyl)methyl)-N-(3-(2-cyclopropyloxazol-4-yl)phenyl)-4-hydroxycyclohexanecarboxamide C(#N)C1=C(C=CC(=N1)[C@@H]1CC[C@H](CC1)CN(C(=O)[C@@H]1CC[C@H](CC1)O)C1=CC(=CC=C1)C=1N=C(OC1)C1CC1)OC